COC(C=C)=O.C(C=C)(=O)N.C(C=C)(=O)O acrylic acid-acrylamide methyl-acrylate